O[C@H]1COCC[C@@H]1NC(=O)C1=CC=C2C(=N1)C=CO2 N-((3R,4S)-3-hydroxytetrahydro-2H-pyran-4-yl)furo[3,2-b]pyridine-5-carboxamide